Cl.N1N=CC(=C1)C=1C=CC(=C(C1)O)C=1N=NC(=CC1)OC1CC(NC(C1)(C)C)(C)C 5-(1H-pyrazol-4-yl)-2-(6-((2,2,6,6-tetramethylpiperidin-4-yl)oxy)pyridazin-3-yl)phenol monohydrochloride